2-hydroxy-6-(3-iodobenzyl)purine tert-butyl-(2-hydroxy-5-methyl-4-oxohexyl)(methyl)carbamate C(C)(C)(C)OC(N(C)CC(CC(C(C)C)=O)O)=O.OC1=NC(=C2NC=NC2=N1)CC1=CC(=CC=C1)I